CC(C)(C)[S@@](=O)N[C@H]1CCCC=2N(C3=CC=CC=C3C12)S(=O)(=O)C (R)-2-methyl-N-((S)-9-methanesulfonyl-2,3,4,9-tetrahydro-1H-carbazol-4-yl)propane-2-sulfinamide